COC=1C(=CC2=C(N=C(S2)NC(C(OC)C2=CC=C(C=C2)S(=O)(=O)CC)=O)C1)OC N-(5,6-Dimethoxy-benzothiazol-2-yl)-2-(4-ethanesulfonyl-phenyl)-2-methoxy-acetamide